ClC1=C(OC=2C=C3CCN(C(C3=CC2)=O)CC=2N=NC=CC2)C(=CC(=C1)[N+](=O)[O-])Cl 6-(2,6-dichloro-4-nitrophenoxy)-2-(pyridazin-3-ylmethyl)-3,4-dihydroisoquinolin-1(2H)-one